CC(C=O)C(C)C alpha-methyl-3-methyl-butyraldehyde